C(CCCC[C@@H]1SC[C@@H]2NC(=O)N[C@H]12)(=O)N anti-biotinamide